C(C)(CC)C1=C(CC=2C(=NC(=NC2)N)N)C=C(C(=C1)OC)OC 5-(2-sec-Butyl-4,5-dimethoxy-benzyl)-pyrimidine-2,4-diamine